O=C1NC(CCC1NC1=CC(=C(C=C1F)N1CCN(CC1)CCC1CCN(CC1)NC(OC(C)(C)C)=O)OC)=O tert-butyl (4-(2-(4-(4-((2,6-dioxopiperidin-3-yl)amino)-5-fluoro-2-methoxyphenyl)piperazin-1-yl)ethyl)piperidin-1-yl)carbamate